ClC1=C(C=CC=C1B1OC(C(O1)(C)C)(C)C)C1C(NC(CC1)=O)=O 3-(2-chloro-3-(4,4,5,5-tetramethyl-1,3,2-dioxaborolan-2-yl)phenyl)-piperidine-2,6-dione